FC1=C(C(=O)OC)C=CC(=C1)N1C(N(C2=NC=CC(=C21)O)COCC[Si](C)(C)C)=O methyl 2-fluoro-4-[7-hydroxy-2-oxo-3-(2-trimethylsilylethoxymethyl)imidazo[4,5-b]pyridin-1-yl]benzoate